C(C)C1=C(C(N(C2=NC=C(C=C12)B1OC(C(O1)(C)C)(C)C)CC1=CC=C(C=C1)F)=O)C(=O)OC[C@@H]1[C@H]([C@H]([C@@H](O1)N1C=NC=2C(N(C(NC([C@@H](N)C(C)C)=O)=O)O)=NC=NC12)O)O N6-hydroxy-N-valylcarbamoyl-adenosine ethyl-1-[(4-fluorophenyl)methyl]-2-oxo-6-(4,4,5,5-tetramethyl-1,3,2-dioxaborolan-2-yl)-1,8-naphthyridine-3-carboxylate